4-(6-(bromomethyl)isoindolin-4-yl)benzonitrile hydrobromide Br.BrCC1=CC(=C2CNCC2=C1)C1=CC=C(C#N)C=C1